(S)-cyano(3-phenoxyphenyl)methyl (1R,3R)-3-(2,2-dibromoethenyl)-2,2-dimethylcyclopropanecarboxylate BrC(=C[C@@H]1C([C@@H]1C(=O)O[C@@H](C1=CC(=CC=C1)OC1=CC=CC=C1)C#N)(C)C)Br